NC1=NN2C(C=C(C=C2)C=2C(=C(C(=O)NCC(C(O)C3=CC=C(C=C3)F)(F)F)C(=CC2)C([2H])([2H])[2H])F)=N1 3-(2-amino-[1,2,4]triazolo[1,5-a]pyridin-7-yl)-N-(2,2-difluoro-3-(4-fluorophenyl)-3-hydroxypropyl)-2-fluoro-6-(methyl-d3)benzamide